5-fluoro-6-nitroisobenzofuran-1(3H)-one FC=1C=C2COC(C2=CC1[N+](=O)[O-])=O